2-chloro-4-(cyclopropyl(4-methyl-4H-1,2,4-triazol-3-yl)methyl)-6-(trifluoromethyl)pyridine ClC1=NC(=CC(=C1)C(C1=NN=CN1C)C1CC1)C(F)(F)F